phenyl-pyridazin-3(2H)-one C1(=CC=CC=C1)N1N=CC=CC1=O